tert-butyl (2S)-4-[2-(3-iodo-1-methyl-1H-indazol-5-yl)ethyl]-2-methylpiperazine-1-carboxylate IC1=NN(C2=CC=C(C=C12)CCN1C[C@@H](N(CC1)C(=O)OC(C)(C)C)C)C